NC1=NC=2C=CC(=CC2C2=C1C(OC2)(C)C)C(=O)N(CC2=NC=C(C=C2)C(F)(F)F)C(C)C 4-amino-N-isopropyl-3,3-dimethyl-N-((5-(trifluoromethyl)pyridin-2-yl)methyl)-1,3-dihydrofuro[3,4-c]quinoline-8-carboxamide